ClC=1C=NC(=NC1)NC1CCN(CC1)S(=O)(=O)C=1C=C(C=CC1)N1CCC(CC1)CN1CCC(CC1)C1=CC=CC=2N(C(OC21)=O)C2C(NC(CC2)=O)=O 3-(7-(1-((1-(3-((4-((5-chloropyrimidin-2-yl)amino)piperidin-1-yl)sulfonyl)phenyl)-piperidin-4-yl)methyl)piperidin-4-yl)-2-oxobenzo[d]oxazol-3(2H)-yl)piperidine-2,6-dione